chlorocyclobutane-1-carboxylic acid ClC1(CCC1)C(=O)O